N-Acetyl-Histidin C(C)(=O)N[C@@H](CC1=CNC=N1)C(=O)O